C(C)(C)(C)O[C@@H]([C@H](NC(C#C)=O)C(=O)OC)C methyl O-(tert-butyl)-N-propioloyl-L-threoninate